3-chloro-2-methoxy-5,6,7,8-tetrahydro-1-naphthoic acid ClC=1C(=C(C=2CCCCC2C1)C(=O)O)OC